N-cyclopropyl-6-[4-(5-formylpyridin-2-yl)-2,3-dihydroindol-1-yl]-8-(methylamino)imidazo[1,2-b]pyridazine-3-carboxamide C1(CC1)NC(=O)C1=CN=C2N1N=C(C=C2NC)N2CCC1=C(C=CC=C21)C2=NC=C(C=C2)C=O